N1=C(N=CC=C1)N1CCN(CC1)CCCCCCCCCCCCN1CCN(CC1)C1=NC=CC=N1 2-[4-[12-(4-pyrimidine-2-yl-piperazin-1-yl)dodecyl]piperazin-1-yl]pyrimidine